2-(5-(((1r,3s,5s)-8-azabicyclo[3.2.1]oct-3-yl)thio)pyrazin-2-yl)-5-(1H-imidazol-1-yl)phenol [C@H]12CC(C[C@H](CC1)N2)SC=2N=CC(=NC2)C2=C(C=C(C=C2)N2C=NC=C2)O